ClC1=NC=CC(=N1)NC1=CC(=C(OC2=CC(=NC=C2)NC(=O)C2CC2)C=C1)F N-(4-(4-((2-Chloropyrimidin-4-yl)amino)-2-fluorophenoxy)pyridin-2-yl)cyclopropanecarboxamide